OC=1C=C2CC[C@@H]([C@@H](C2=CC1)C1=CC=C(OCCCCN2CCN(CC2)C(COC2=CC=C(C=C2)C2C(NC(CC2)=O)=O)=O)C=C1)C1=CC=CC=C1 3-(4-(2-(4-(4-(4-((1R,2S)-6-hydroxy-2-phenyl-1,2,3,4-tetrahydronaphthalen-1-yl)phenoxy)butyl)piperazin-1-yl)-2-oxoethoxy)phenyl)piperidine-2,6-dione